C(C)OC(=O)C1=C(C2=C(CC3(C4=CN(N=C24)CC=2C=NC(=CC2)C)CC3)O1)C(F)(F)F 2'-[(6-Methylpyridin-3-yl)methyl]-8'-(trifluoromethyl)-2',5'-dihydrospiro[cyclopropane-1,4'-furo[2,3-g]indazole]-7'-carboxylic acid ethyl ester